(3-(2-fluoroethoxy)phenyl)(1-methyl-4,10-dihydrobenzo[b]pyrazolo[3,4-e][1,4]diazepin-5(1H)-yl)methanone FCCOC=1C=C(C=CC1)C(=O)N1C2=C(NC3=C(C1)C=NN3C)C=CC=C2